6-chloro-7-ethoxy-4-(3-(2-fluorophenyl)-1-methyl-1H-pyrazol-4-yl)pyrido[3,2-d]pyrimidine ClC=1C(=CC=2N=CN=C(C2N1)C=1C(=NN(C1)C)C1=C(C=CC=C1)F)OCC